3,7-diphenyl-phenothiazine C1(=CC=CC=C1)C=1C=CC=2NC3=CC=C(C=C3SC2C1)C1=CC=CC=C1